N1C=CC=2C1=NC=C(C2)OC2=C(C(=O)NS(=O)(=O)C1=CC(=C(C=C1)NCC1CCOCC1)[N+](=O)[O-])C=CC(=C2)[C@@H]2CC[C@H](CC2)N2C(CCC2)C2=C(C=CC=C2)OC2=CC=CC=C2 trans-2-((1H-pyrrolo[2,3-b]pyridin-5-yl)oxy)-N-((3-nitro-4-(((tetrahydro-2H-pyran-4-yl)methyl)amino)phenyl)sulfonyl)-4-(4-(2-(2-phenoxyphenyl)pyrrolidin-1-yl)cyclohexyl)benzamide